ClC1=C(C=NN1C1CC1)C(=O)NC=1N=CC2=CC(=C(C=C2C1)C1CCN(CC1)C1(COCC1O)C)Cl 5-chloro-N-(7-chloro-6-(1-(4-hydroxy-3-methyltetrahydrofuran-3-yl)piperidin-4-yl)isoquinolin-3-yl)-1-cyclopropyl-1H-pyrazole-4-carboxamide